(S)-(3-Aminopyrrolidin-1-yl)(4-(tetrahydro-2H-pyran-4-yl)-3,4-dihydroquinoxaline-1(2H)-yl)methanone N[C@@H]1CN(CC1)C(=O)N1CCN(C2=CC=CC=C12)C1CCOCC1